C1(=CC=CC=C1)NC=CN(C=O)CCC N-(2-(phenylamino)vinyl)-N-propylcarboxamide